N1=CC(=CC=C1)N1C(SC=C1)=N 3-(pyridin-3-yl)thiazol-2(3H)-imine